ClC=1C=C2C(C(N(C2=CC1)C)=O)(CC1(CCCCC1)C)C 5-chloro-1,3-dimethyl-3-((1-methylcyclohexyl)methyl)indolin-2-one